O=C1NC(CCC1N1C(C2=CC=C(C=C2C1)N1CCN(CC1)CCOCCC(=O)OC(C)(C)C)=O)=O tert-Butyl 3-(2-{4-[2-(2,6-dioxopiperidin-3-yl)-1-oxo-2,3-dihydro-1H-isoindol-5-yl]piperazin-1-yl}ethoxy)propanoate